C(C)[C@@H]1N(C[C@H](N(C1)C(C)C1=CC=C(C=C1)F)C)C1=CC(N(C=2C=CC(=NC12)C#N)C)=O 8-[(2s,5r)-2-ethyl-4-[1-(4-fluorophenyl)ethyl]-5-methylpiperazin-1-yl]-5-methyl-6-oxo-5,6-dihydro-1,5-naphthyridine-2-carbonitrile